C(C)(C)(C)C1=C(C=CC(=C1)C(C)(C)C)OC(C1=CC(=C(C(=C1)C(C)(C)C)O)C(C)(C)C)=O 2,4-Di-tert-butylphenyl-3,5-di-tert-butyl-4-hydroxybenzoat